C(=O)(O)[C@H](CC(=O)C1=CC2=C(S1)C(=C(C(=C2Cl)OCCCOC2=C(C1=C(SC(=C1)C(C[C@@H](C(=O)O)C)=O)C=C2OC)F)OC)Cl)C (S)-4-(5-(3-((2-((S)-3-carboxybutanoyl)-4,7-dichloro-6-methoxybenzo[b]thiophen-5-yl)oxy)propoxy)-4-fluoro-6-methoxybenzo[b]thiophen-2-yl)-2-methyl-4-oxobutanoic acid